ClC1=C(C(=O)N[C@@H]2CN(C[C@@H]2F)C(=O)C2CC(C2)(F)F)C=CC=C1F 2-chloro-N-[(3R,4S)-1-(3,3-difluorocyclobutanecarbonyl)-4-fluoropyrrolidin-3-yl]-3-fluorobenzamide